BrC=1C(=C(C(=O)O)C(=CC1)N\C=C\[N+](=O)[O-])F (E)-3-Bromo-2-fluoro-6-((2-nitrovinyl)amino)benzoic acid